N=1N=CN2N=CC=CC21 [1,2,4]Triazolo[4,3-b]pyridazine